NC1CC(CC(C1)(C)CN1C(C=CC1=O)=O)(C)C 1-[(5-amino-1,3,3-trimethylcyclohexyl)methyl]-1H-pyrrole-2,5-dione